2-(dimethylamino)-1-phenylethanol CN(CC(O)C1=CC=CC=C1)C